5-{[(2,2-dimethylpropionyl)amino]methyl}-N-[1-(5-methylpyridin-3-yl)-1H-indazol-4-yl]-2-(trifluoromethyl)benzamide Tri-sodium citrate C(CC(O)(C(=O)[O-])CC(=O)[O-])(=O)[O-].[Na+].[Na+].[Na+].CC(C(=O)NCC=1C=CC(=C(C(=O)NC2=C3C=NN(C3=CC=C2)C=2C=NC=C(C2)C)C1)C(F)(F)F)(C)C